Cl.N1(CCCC1)C1CCC(CC1)N (1R,4R)-4-(pyrrolidin-1-yl)cyclohexanamine hydrochloride